(1-bromonaphthalen-2-yl)-N,N'-bis(4-fluorophenyl)phosphoric diamide BrC1=C(C=CC2=CC=CC=C12)N(P(NC1=CC=C(C=C1)F)(O)=O)C1=CC=C(C=C1)F